C(CCCCCCCCCCCCCCCCC)C1=C(C(=O)N)C=CC=C1C(=O)O stearyl-isophthalic acid amide